FC1=C2NC(C=3N(C2=CC=C1CN1CC=2N(C(=CC2C1)C=1C=CC(=NC1)C(=O)NC)C)N=CC3C)=O 5-(5-((6-fluoro-3-methyl-4-oxo-4,5-dihydropyrazolo[1,5-a]quinoxalin-7-yl)methyl)-1-methyl-1,4,5,6-tetrahydropyrrolo[3,4-b]pyrrol-2-yl)-N-methylpicolinamide